2-Bromo-8-(2-chloro-5-fluorophenyl)-8-hydroxy-7-(4-methoxybenzyl)-7,8-dihydro-6H-oxazolo[4,5-e]isoindol-6-one BrC=1OC=2C(=C3C(N(C(C3=CC2)=O)CC2=CC=C(C=C2)OC)(O)C2=C(C=CC(=C2)F)Cl)N1